2'-(5-Ethyl-4-methyl-1H-imidazol-2-yl)-5-(methylsulfonyl)-3,4'-bipyridine C(C)C1=C(N=C(N1)C1=NC=CC(=C1)C=1C=NC=C(C1)S(=O)(=O)C)C